1-[4-[(1R,2S)-2-(2,5-difluoro-4-methyl-phenyl)-4,4-difluoro-6-hydroxy-tetralin-1-yl]phenyl]piperidine-4-carbaldehyde FC1=C(C=C(C(=C1)C)F)[C@@H]1[C@@H](C2=CC=C(C=C2C(C1)(F)F)O)C1=CC=C(C=C1)N1CCC(CC1)C=O